2-(3-hydroxyisoxazol-5-yl)-3-methylbutanoic acid Ethyl ester C(C)OC(C(C(C)C)C1=CC(=NO1)O)=O